methyl (3,6-dimethyl-2-oxo-4,5-diphenyl-1(2H)-pyridinyl)carbamate CC=1C(N(C(=C(C1C1=CC=CC=C1)C1=CC=CC=C1)C)NC(OC)=O)=O